Selenoformamide C(=[Se])N